(8S)-N-((1H-pyrrolo[3,2-c]pyridin-2-yl)methyl)-7-((5-(1-(3-fluorophenyl)ethyl)thiophene-2-carbonyl)glycyl)-1,4-dioxa-7-azaspiro[4.4]nonane-8-carboxamide N1C(=CC=2C=NC=CC21)CNC(=O)[C@H]2N(CC1(OCCO1)C2)C(CNC(=O)C=2SC(=CC2)C(C)C2=CC(=CC=C2)F)=O